2-((4-(3-(2-fluorophenyl)Chroman-8-yl)piperidin-1-yl)methyl)-3-(((S)-oxetan-2-yl)methyl)-3H-imidazo[4,5-b]pyridine-5-carboxylic acid FC1=C(C=CC=C1)C1COC2=C(C=CC=C2C1)C1CCN(CC1)CC1=NC=2C(=NC(=CC2)C(=O)O)N1C[C@H]1OCC1